CN1CC2(C1)CC(C2)N2N=CC(=C2)[N+](=O)[O-] 2-methyl-6-(4-nitro-1H-pyrazol-1-yl)-2-azaspiro[3.3]heptane